2-pyrrol-1-yl-1,3-propanediol N1(C=CC=C1)C(CO)CO